O-tert-butyl N-((1r,4r)-4-((4-(4-(4-(phenylsulfonamido)-3-(trifluoromethyl)phenoxy)pyridin-3-yl)pyrimidin-2-yl)amino)cyclohexyl)carbamate C1(=CC=CC=C1)S(=O)(=O)NC1=C(C=C(OC2=C(C=NC=C2)C2=NC(=NC=C2)NC2CCC(CC2)NC(OC(C)(C)C)=O)C=C1)C(F)(F)F